cis-3-(hydroxymethyl)tetrahydro-1H-pyrrolizin OCC1CCC2=CCCN12